tert-butyl 4-oxo-1,4,6,7-tetrahydro-5H-pyrrolo[3,2-c]pyridine-5-carboxylate O=C1N(CCC2=C1C=CN2)C(=O)OC(C)(C)C